2,5-bis-(trimethylstannyl)thiophene C[Sn](C=1SC(=CC1)[Sn](C)(C)C)(C)C